C(C)(C)(C)OC(=O)N1C[C@@H]([C@H](CC1)F)NC(C1=C(C=C(C(=C1)N)N[C@@H]1[C@H](C1)C(F)F)F)=O (3S,4S)-3-(5-amino-4-(((1S,2S)-2-(difluoromethyl)cyclopropyl)amino)-2-fluorobenzamido)-4-fluoropiperidine-1-carboxylic acid tert-butyl ester